(1-(3-bromophenyl)-2,2-difluorocyclopropyl)methanamine BrC=1C=C(C=CC1)C1(C(C1)(F)F)CN